FC1=C(O[P@@](=O)(OC2=CC=CC=C2)N[C@@H](CC(=O)OCC(CC)CC)C(=O)OCC(CC)CC)C(=C(C(=C1F)F)F)F bis(2-ethylbutyl) ((S)-(perfluorophenoxy)(phenoxy)phosphoryl)-L-aspartate